(1,4-dimethyl-3-(4-(methylsulfonyl)phenyl)-5-oxo-4,5-dihydro-1H-pyrazol-4-yl)(hydroxy)carbamic acid methyl ester COC(N(O)C1(C(=NN(C1=O)C)C1=CC=C(C=C1)S(=O)(=O)C)C)=O